4-Bromo-5-fluoro-2-methyl-1H-indole-7-carboxamide BrC1=C2C=C(NC2=C(C=C1F)C(=O)N)C